3-(((2S)-4-(5-((2,2-difluorocyclopropyl)methyl)-3-methyl-2-(2H-tetrazol-5-yl)phenyl)-2-methylpiperazin-1-yl)methyl)pyridazine FC1(C(C1)CC=1C=C(C(=C(C1)N1C[C@@H](N(CC1)CC=1N=NC=CC1)C)C=1N=NNN1)C)F